N1N=CC(=C1)C1=CC=C(C=C1)N (4-(1H-pyrazol-4-yl)phenyl)amin